C(C)OC1=CC=C(C=N1)C1=CN=CC(=N1)C(=O)N/N=C/C=1C(=NC=C(C1)OC([2H])([2H])[2H])F (E)-6-(6-ethoxypyridin-3-yl)-N'-((2-fluoro-5-(methoxy-d3)pyridin-3-yl)methylene)pyrazine-2-carbohydrazide